Dimethyl(n-octyl)(3-sulfopropyl)ammonium C[N+](CCCS(=O)(=O)O)(CCCCCCCC)C